4-O-β-D-Glucopyranuronosyl-D-glucose [C@@H]1([C@H](O)[C@@H](O)[C@H](O)[C@H](O1)C(=O)O)O[C@@H]([C@@H]([C@H](C=O)O)O)[C@H](O)CO